ethyl 2-(6-bromo-4-chloro-7-ethyl-2H-indazol-2-yl)-2-((R)-6-fluoro-6,7-dihydro-5H-pyrrolo[1,2-c]imidazol-1-yl)acetate BrC=1C=C(C2=CN(N=C2C1CC)C(C(=O)OCC)C1=C2N(C=N1)C[C@@H](C2)F)Cl